4-(4-((1R,5S)-3,8-diazabicyclo[3.2.1]octan-3-yl)-8-fluoro-2-(((2R,7aS)-2-fluorohexahydro-1H-pyrrolizin-7a-yl)methoxy)pyrido[4,3-d]pyrimidin-7-yl)-5-chloronaphthalen-2-ol [C@H]12CN(C[C@H](CC1)N2)C=2C1=C(N=C(N2)OC[C@]23CCCN3C[C@@H](C2)F)C(=C(N=C1)C1=CC(=CC2=CC=CC(=C12)Cl)O)F